C(C)(C)(C)C1=CC=C(C=C1)C1=NC(=NN1C)CN1CCN(CC1)C1=CC=CC=C1 1-((5-(4-(tert-butyl)phenyl)-1-methyl-1H-1,2,4-triazol-3-yl)methyl)-4-phenylpiperazine